tert-butyl-(2,6-dibromo-4-[2-ethyl-4-(4-pentylphenyl)phenyl]phenoxy)dimethylsilane C(C)(C)(C)[Si](C)(C)OC1=C(C=C(C=C1Br)C1=C(C=C(C=C1)C1=CC=C(C=C1)CCCCC)CC)Br